4-(4-(1-methyl-4-(trifluoromethyl)-1H-imidazol-2-yl)benzyloxy)-2-(2-(trifluoromethyl)phenyl)-5-((2-(trimethylsilyl)ethoxy)methyl)-5H-pyrrolo[3,2-d]pyrimidine CN1C(=NC(=C1)C(F)(F)F)C1=CC=C(COC=2C3=C(N=C(N2)C2=C(C=CC=C2)C(F)(F)F)C=CN3COCC[Si](C)(C)C)C=C1